COC1=NC(=CC=C1C1=CN=C2SC(=NN21)N2CCC1(CC(CO1)N)CC2)C 8-(5-(2-methoxy-6-methylpyridin-3-yl)imidazo[2,1-b][1,3,4]thiadiazol-2-yl)-1-oxa-8-azaspiro[4.5]decan-3-amine